C4-(bromomethyl)pyridine hydrobromide Br.BrCC1=CC=NC=C1